OC(CC(=O)O)(CCC(=O)O)C(=O)O 2-hydroxybutane-1,2,4-tricarboxylic acid